C1(CCC=2C1=CC=1CC3=CC=CC=C3C1C2)=NO 3,9-dihydro-cyclopenta[b]fluoren-1(2H)-one oxime